FC1=CC=C(C=C1)C1(CCN(CC1)C(=O)OC(C)(C)C)COC=1C=C2C(NCC2=CC1)=O tert-Butyl 4-(4-fluorophenyl)-4-{[(3-oxo-2,3-dihydro-1H-isoindol-5-yl)oxy]methyl}piperidine-1-carboxylate